8-Methoxy-[1,2,3]triazolo[5,1-a]isoquinoline COC=1C=C2C=CN3C(C2=CC1)=CN=N3